2-hydroxyimino-Ethyl acetate C(C)(=O)OCC=NO